3-cyclopentyl-3,5,6,7-tetrahydro-4H-benzo[d]Imidazol-4-one C1(CCCC1)N1C=NC2=C1C(CCC2)=O